ClC1=C(C=CC=C1)C1=NC2=C(N1)CC(CC2)N2CC1=NC=CN=C1C2 6-(2-(2-chlorophenyl)-4,5,6,7-tetrahydro-1H-benzo[d]imidazol-6-yl)-6,7-dihydro-5H-pyrrolo[3,4-b]pyrazine